COC(C1=C(C=C(C(=C1)OCCCNC(CC1=CC(=CC=C1)C(F)(F)F)=O)OC)[N+](=O)[O-])=O 4-methoxy-5-(3-(2-(3-(trifluoromethyl)phenyl)acetamido)propoxy)-2-nitrobenzoic acid methyl ester